2-(4,4-difluoro-3-(5-(((2-hydroxyethyl)amino)meth-yl)-6-oxo-1,6-dihydropyridin-3-yl)piperidin-1-yl)-N-(5-(4-fluorophenoxy)pyridin-2-yl)propanamide FC1(C(CN(CC1)C(C(=O)NC1=NC=C(C=C1)OC1=CC=C(C=C1)F)C)C1=CNC(C(=C1)CNCCO)=O)F